[Si].[Te]=O tellurium oxide silicon